CN1N=CC(=C1)C=1C=NC(=NC1)NC(=O)N 1-(5-(1-methyl-1H-pyrazol-4-yl)pyrimidin-2-yl)urea